benzyl (2,5-dioxopyrrolidin-1-yl) adipate C(CCCCC(=O)ON1C(CCC1=O)=O)(=O)OCC1=CC=CC=C1